(4-amino-2-(difluoromethyl)phenyl)dimethylphosphine oxide NC1=CC(=C(C=C1)P(C)(C)=O)C(F)F